4-[[3-(trifluoromethyl)-phenyl]methyl]-2H-1,4-benzothiazin-3(4H)-one FC(C=1C=C(C=CC1)CN1C(CSC2=C1C=CC=C2)=O)(F)F